p-picolinic acid N1=CC=C(C=C1)C(=O)O